C1(CCC1)NC1=NC(=CC(=C1)C(=O)OC(C)(C)C)N(C)C1CCC1 tert-Butyl 2-(cyclobutylamino)-6-[cyclobutyl(methyl)amino]pyridine-4-carboxylate